tert-Butyl (2-(4-((5-Cyclopentyl-1H-pyrazol-3-yl)amino)pyrimidin-2-yl)-2-azaspiro[3.3]heptan-6-yl)carbamate C1(CCCC1)C1=CC(=NN1)NC1=NC(=NC=C1)N1CC2(C1)CC(C2)NC(OC(C)(C)C)=O